4-fluoro-1-(2-methanesulfonylacetyl)-N-{phenyl[4-(propan-2-yl)phenyl]methyl}pyrrolidine-2-carboxamide FC1CC(N(C1)C(CS(=O)(=O)C)=O)C(=O)NC(C1=CC=C(C=C1)C(C)C)C1=CC=CC=C1